1-methyl-3-(trifluoromethyl)-1H-pyrazol-4-carboxamide CN1N=C(C(=C1)C(=O)N)C(F)(F)F